ClC1=C(C=C(C=C1)Br)C=1CCCN1 5-(2-chloro-5-bromophenyl)-3,4-dihydro-2H-pyrrole